2,2-Dimethyl-5,7-chromanediol CC1(OC=2C=C(C=C(C2CC1)O)O)C